tert-Butyl (6aR)-3,4-dichloro-1-(4-methoxy-2,2-dimethylpyrrolidin-1-yl)-12-oxo-6a,7,9,10-tetrahydro-12H-pyrazino[2,1-c]pyrido[3,4-f][1,4]oxazepine-8(6H)-carboxylate ClC1=C(C2=C(C(N3[C@@H](CO2)CN(CC3)C(=O)OC(C)(C)C)=O)C(=N1)N1C(CC(C1)OC)(C)C)Cl